C1(CC1)C[C@H]1C[C@@H]2[C@H](N([C@H]1CC2)C(=O)O)C(=O)O (1s,3s,4r,6s)-6-(cyclopropylmethyl)-2-azabicyclo[2.2.2]octane-2,3-dicarboxylic acid